(R)-N-(1-(3-(difluoromethyl)-2-fluorophenyl)ethyl)-6-(4-isopropylpiperazin-1-yl)-7-((1-methylazetidin-3-yl)oxy)pyrido[2,3-d]pyrimidin-4-amine FC(C=1C(=C(C=CC1)[C@@H](C)NC=1C2=C(N=CN1)N=C(C(=C2)N2CCN(CC2)C(C)C)OC2CN(C2)C)F)F